bis(2-butyloctyl)10-(N-decyl-5-(hexyl(methyl)amino)pentanamido)nonadecanedioate C(CCC)C(COC(CCCCCCCCC(CCCCCCCCC(=O)OCC(CCCCCC)CCCC)N(C(CCCCN(C)CCCCCC)=O)CCCCCCCCCC)=O)CCCCCC